tert-butyl ((5-cyclohexylpyridin-2-yl)methyl)(2-methyl-1-oxoisoindolin-5-yl)carbamate C1(CCCCC1)C=1C=CC(=NC1)CN(C(OC(C)(C)C)=O)C=1C=C2CN(C(C2=CC1)=O)C